(S)-2-((2-cyclopropoxy-4-(2-hydroxypropan-2-yl)phenyl)amino)-7-(1-methoxypropane-2-yl)-7H-pyrrolo[2,3-d]pyrimidine-6-carbonitrile C1(CC1)OC1=C(C=CC(=C1)C(C)(C)O)NC=1N=CC2=C(N1)N(C(=C2)C#N)[C@H](COC)C